N(N)C1=CC=NC2=CC=CC=C12 4-hydrazinoquinoline